Cl.NCCOC1=C(C(=O)O)C=CC(=C1)Br 2-(2-Aminoethoxy)-4-bromobenzoic acid hydrochloride